3-Nitro-4-(prop-1-en-2-yl)phenol [N+](=O)([O-])C=1C=C(C=CC1C(=C)C)O